(2R,3S,4R,5R)-5-(4-butyramidopyrrolo[2,1-f][1,2,4]triazin-7-yl)-5-cyano-4-hydroxy-2-(hydroxymethyl)tetrahydrofuran-3-yl 2-phenylacetate C1(=CC=CC=C1)CC(=O)O[C@@H]1[C@H](O[C@@]([C@@H]1O)(C#N)C1=CC=C2C(=NC=NN21)NC(CCC)=O)CO